sodium fluoroantimonate F[Sb-](F)(F)(F)(F)F.[Na+]